C(C)(C)(C)OOC(C)(C)C1=CC=C(C=C1)C(C)(C)OOC(C)(C)C 1,4-bis(t-butylperoxyisopropyl)-benzene